FC(OC1=CC=C(\C=N\NC(=O)C=2N=CSC2)C=C1)(F)F (E)-N'-(4-(trifluoromethoxy)benzylidene)thiazole-4-carbohydrazide